C(C)(C)(C)P([C-]1C=CC=C1)C1=NC=CC=C1.[C-]1(C=CC=C1)P(C1=NC=CC=C1)C(C)(C)C.[Fe+2] 1,1'-bis((tert-butyl)(2-pyridyl)phosphino)-ferrocene